4-(N-methyl-N-(3-(N-isopropyl-L-methionylamino)-4-methoxyphenyl)-amino)coumarin CN(C1=CC(=C(C=C1)OC)NC([C@@H](NC(C)C)CCSC)=O)C1=CC(OC2=CC=CC=C12)=O